N=1C2=C(NC(C1)=O)N=CC=C2 pyrido[2,3-b]pyrazin-3(4H)-one